C[C@H]1[C@H](CN(CC1)C(CC#N)=O)N(C=1C2=C(N=CN1)N(C=C2)C(C(C)C2=CC(=CC=C2)OC2=CC=CC=C2)=O)C 3-((3R,4R)-4-methyl-3-(methyl(7-(2-(3-phenoxyphenyl)propanoyl)-7H-pyrrolo[2,3-d]pyrimidin-4-yl)amino)piperidin-1-yl)-3-oxopropanenitrile